tert-butyl 4-amino-3,3-difluoro-1-piperidinecarboxylate NC1C(CN(CC1)C(=O)OC(C)(C)C)(F)F